2-(3-(4-methoxybutoxy)phenyl)-4,4,5,5-tetramethyl-1,3,2-dioxaborolane COCCCCOC=1C=C(C=CC1)B1OC(C(O1)(C)C)(C)C